ClC=1C(=NN2C1CCCC2)N2N=CC(=C2N(CC#C)C)C#N 1-(3-chloro-4,5,6,7-tetrahydropyrazolo[1,5-a]pyridin-2-yl)-5-[methyl(prop-2-ynyl)amino]pyrazole-4-carbonitrile